(2-chloro-3-phenylanilino)benzisoxazole ClC1=C(NC2=NOC3=C2C=CC=C3)C=CC=C1C1=CC=CC=C1